1-(4-chlorophenyl)-3-(4-methoxyphenyl)propane-1,3-dione ClC1=CC=C(C=C1)C(CC(=O)C1=CC=C(C=C1)OC)=O